BrC(CCl)Cl bromoethylene dichloride